C(C)(C)C=1N=C(C2=C(N1)SC(=C2)C)NCCCC2=CC=C(C=C2)C2=CC=C(C=C2)OC(F)(F)F 2-isopropyl-6-methyl-N-(3-(4'-(trifluoromethoxy)-[1,1'-biphenyl]-4-yl)propyl)thieno[2,3-d]pyrimidin-4-amine